3-[3-fluoro-4-[4-[4-(2-hydroxyethyl)cyclohexyl]piperazin-1-yl]anilino]piperidine-2,6-dione FC=1C=C(NC2C(NC(CC2)=O)=O)C=CC1N1CCN(CC1)C1CCC(CC1)CCO